N1=CC=NC=2[C@@H](CCCC12)O |r| rac-5,6,7,8-tetra-hydroquinoxalin-5-ol